N-((6S,7S)-5-((R)-oxetane-2-carbonyl)-6-((2,2',5'-trifluoro-[1,1'-biphenyl]-3-yl)methyl)-5-azaspiro[2.4]heptan-7-yl)methanesulfonamide O1[C@H](CC1)C(=O)N1CC2(CC2)[C@@H]([C@@H]1CC=1C(=C(C=CC1)C1=C(C=CC(=C1)F)F)F)NS(=O)(=O)C